C(C)(C)(C)C1N2C(C3=CC(=C(C=C3C1)C1=NN(C=N1)CCCO)OC)=CC(C(=C2)C(=O)O)=O 6-tert-butyl-9-[1-(3-hydroxypropyl)-1H-1,2,4-triazol-3-yl]-10-methoxy-2-oxo-6,7-dihydro-2H-pyrido[2,1-a]isoquinoline-3-carboxylic acid